OC1NCCC2=CC=CC=C12 hydroxy-1,2,3,4-tetrahydroisoquinoline